(S)-4-(1-(4-fluorophenyl)-1H-pyrazolo[4,3-b]pyridin-3-yl)-1-(1-(pyridin-2-yl)ethyl)pyridin-2(1H)-one FC1=CC=C(C=C1)N1N=C(C2=NC=CC=C21)C2=CC(N(C=C2)[C@@H](C)C2=NC=CC=C2)=O